3-(6-(3-Oxa-8-azabicyclo[3.2.1]octan-8-yl)-1-methyl-1H-pyrazolo[4,3-c]pyridin-3-yl)-2,6-difluoro-5-(trifluoromethyl)phenol C12COCC(CC1)N2C2=CC1=C(C=N2)C(=NN1C)C=1C(=C(C(=C(C1)C(F)(F)F)F)O)F